Di(cyclohexyl)ammonium tetrakis(pentafluorophenyl)borate FC1=C(C(=C(C(=C1[B-](C1=C(C(=C(C(=C1F)F)F)F)F)(C1=C(C(=C(C(=C1F)F)F)F)F)C1=C(C(=C(C(=C1F)F)F)F)F)F)F)F)F.C1(CCCCC1)[NH2+]C1CCCCC1